(S)-4-(2-hydroxyethyl)-6-((5-oxopyrrolidin-2-yl)methoxy)pyrido[3,4-g]isoquinolin-1(2H)-one OCCC1=CNC(C2=CC=3C=CN=C(C3C=C21)OC[C@H]2NC(CC2)=O)=O